5-(N-methylacetamido)pyrazin CN(C(C)=O)C=1N=CC=NC1